tetra-carboxyl-phenyl-palladium C(=O)(O)C=1C(=C(C(=C(C1)[Pd])C(=O)O)C(=O)O)C(=O)O